NC(CCC(C(=O)OC(C)(C)C)N1C(C2=CC=CC(=C2C1)OCC1=CC=C(C=C1)CN1C[C@@H](O[C@@H](C1)C)C)=O)=O tert-Butyl 5-amino-2-(4-(4-(((2S,6R)-2,6-dimethylmorpholino)methyl)benzyloxy)-1-oxoisoindolin-2-yl)-5-oxopentanoate